N=1SN=C2C1C=CC=C2S(=O)(=O)Cl benzo[c][1,2,5]thiadiazole-4-sulfonyl chloride